FC1=C(OC2=CC(=C(C=C2C2=CN(C=3C(NC=CC32)=O)C)N3C(C(CC3=O)C)=O)C)C=CC(=C1)F 1-(4-(2,4-difluorophenoxy)-2-methyl-5-(1-methyl-7-oxo-6,7-dihydro-1H-pyrrolo[2,3-c]pyridin-3-yl)phenyl)-3-methylpyrrolidine-2,5-dione